NC1=C(N=CC(=N1)N1CCC(CC1)(C)NCC=1C(=C2CN(C(C2=CC1)=O)C1C(NC(CC1)=O)=O)Br)C1=C(C(=CC=C1)Cl)Cl 3-(5-(((1-(6-amino-5-(2,3-dichlorophenyl)pyrazin-2-yl)-4-methylpiperidin-4-yl)amino)methyl)-4-bromo-1-oxoisoindolin-2-yl)piperidine-2,6-dione